C(C)(C)(C)OC(=O)N1CCC(CC1)CCN(C(CCOCCON1C(C2=CC=CC=C2C1=O)=O)=O)CC(C)C 4-(2-(3-(2-(1,3-dioxoisoindolin-2-yloxy)ethoxy)-N-isobutylpropionamido)ethyl)piperidine-1-carboxylic acid tert-butyl ester